FC1=C(C=CC(=C1)Br)N1CCOCC1 (2-fluoro-4-bromophenyl)morpholine